FC(C1=CC=C(C(=O)NN)C=C1)F 4-(difluoromethyl)benzoyl-hydrazine